FC(C=1C=NC=2N(C1)N=CC2C(=O)NC=2C(=CC1=C(CC(O1)(C)C)C2)N2CCOCC2)F 6-(difluoromethyl)-N-(2,2-dimethyl-6-morpholino-3H-benzofuran-5-yl)pyrazolo[1,5-a]pyrimidine-3-carboxamide